The molecule is a phosphatidylcholine 38:4 in which the acyl groups at positions 1 and 2 are specified as oleoyl and (8Z,11Z,14Z)-icosatrienoyl respectively. It derives from an all-cis-icosa-8,11,14-trienoic acid and an oleic acid. CCCCCCCC/C=C\\CCCCCCCC(=O)OC[C@H](COP(=O)([O-])OCC[N+](C)(C)C)OC(=O)CCCCCC/C=C\\C/C=C\\C/C=C\\CCCCC